ethyl 1-methyl-3-[(2,2-difluoropropoxy)methyl]-1H-pyrazole-4-carboxylate CN1N=C(C(=C1)C(=O)OCC)COCC(C)(F)F